ClC1=C(C=C(OCC(=O)NC23CC(C2)(C3)C=3OC(=NN3)COC=3C=NC(=CC3)C#N)C=C1)F 2-(4-chloro-3-fluorophenoxy)-N-[3-(5-{[(6-cyanopyridin-3-yl)oxy]methyl}-1,3,4-oxadiazol-2-yl)bicyclo[1.1.1]pentan-1-yl]acetamide